C(#N)N=S(=O)(\C=C\[C@]1(N(CCC1)CC(C)C)C)[N-]C(NC1=C2CCCC2=CC=2CCCC12)=O ((E)-N-cyano-2-((S)-1-isobutyl-2-methylpyrrolidin-2-yl)vinylsulfonimidoyl)((1,2,3,5,6,7-hexahydro-s-indacen-4-yl)carbamoyl)amide